Cl.Cl.CN1N=C(C2=CC=CC(=C12)N1CCC(CC1)CN1CCNCC1)C1C(NC(CC1)=O)=O 3-(1-methyl-7-(4-(piperazin-1-ylmethyl)piperidin-1-yl)-1H-indazol-3-yl)piperidine-2,6-dione dihydrochloride